FC(C=1C=C(C=CC1)C1=CC(=CO1)C(=O)NC1=NC(=NS1)CC(C)N1CCCCC1)(F)F 5-(3-(trifluoromethyl)phenyl)-N-(3-(2-(piperidin-1-yl)propyl)-1,2,4-thiadiazol-5-yl)furan-3-Formamide